Cl.CC1=C(C=CC(=C1)C1=NC=NC(=C1)NC1=NC=C(C=C1)N1CCNCC1)[C@@H](C)NC(=O)C1=NC(=NO1)C1(CC1)C (R)-N-(1-(2-methyl-4-(6-((5-(piperazin-1-yl)pyridin-2-yl)amino)pyrimidin-4-yl)phenyl)ethyl)-3-(1-methylcyclopropyl)-1,2,4-oxadiazole-5-carboxamide hydrochloride